Ethyl 6-fluoro-8-(5-(((5-fluoro-2,3-dihydrobenzofuran-4-yl)methyl)amino)-[1,2,4]triazolo[4,3-c]pyrimidin-8-yl)-2-methylimidazo[1,2-a]pyridine-3-carboxylate FC=1C=C(C=2N(C1)C(=C(N2)C)C(=O)OCC)C=2C=1N(C(=NC2)NCC2=C(C=CC3=C2CCO3)F)C=NN1